C(#N)CCOC(CC)(OCCC#N)OCCC#N Triscyanoethoxypropane